3-(4-(4-(Piperidin-4-yl)piperazin-1-yl)phenyl)piperidine-2,6-dione dihydrochloride Cl.Cl.N1CCC(CC1)N1CCN(CC1)C1=CC=C(C=C1)C1C(NC(CC1)=O)=O